1,2,3,4-tetrahydroquinolinyl-triethoxysilane Tert-butyl-(5-bromo-2-fluoro-4-iodo-3-methylphenyl)carbamate C(C)(C)(C)N(C(O)=O)C1=C(C(=C(C(=C1)Br)I)C)F.N1(CCCC2=CC=CC=C12)[Si](OCC)(OCC)OCC